COC(=O)C=1C=CC2=C(N(C(=N2)CNCC(=O)OC)C[C@H]2OCC2)C1 (S)-2-(((2-methoxy-2-oxoethyl)amino)methyl)-1-(oxetan-2-ylmethyl)-1H-benzo[d]imidazole-6-carboxylic acid methyl ester